6-(5-{[(3S)-3-(4-chlorophenyl)-3-hydroxypropyl]carbamoyl}-6-(deutero)methoxypyridin-3-yl)-N-(cyclopropylmethyl)-1H-indazole-3-carboxamide ClC1=CC=C(C=C1)[C@H](CCNC(=O)C=1C=C(C=NC1OC[2H])C1=CC=C2C(=NNC2=C1)C(=O)NCC1CC1)O